4-[4-cyano-2-methyl-6-(1-methylpyrazol-4-yl)indazol-3-yl]-2-(difluoromethoxy)-N-[(1R,2S)-2-fluorocyclopropyl]-6-methoxybenzamide C(#N)C=1C2=C(N(N=C2C=C(C1)C=1C=NN(C1)C)C)C1=CC(=C(C(=O)N[C@H]2[C@H](C2)F)C(=C1)OC)OC(F)F